C(CCCCCCCCCCC)(=O)OCCCO 3-Hydroxypropyl dodecanoate